N-((3S,4R)-4-((6-(2,6-dichloro-3,5-dimethoxyphenyl)-8-oxo-8H-pyrano[3,4-d]pyrimidin-2-yl)amino)pyrrolidin-3-yl)acrylamide ClC1=C(C(=C(C=C1OC)OC)Cl)C1=CC2=C(N=C(N=C2)N[C@H]2[C@H](CNC2)NC(C=C)=O)C(O1)=O